FC1=C(C=CC(=C1C(=O)C1=CNC2=NC=C(C=C21)C2=CC=C(C=C2)N2CCN(CC2)C)F)NS(=O)(=O)CCC N-(2,4-difluoro-3-(5-(4-(4-methylpiperazin-1-yl)phenyl)-1H-pyrrolo[2,3-b]-pyridine-3-carbonyl)phenyl)propane-1-sulfonamide